2-chloro-6-trifluoromethyl-pyrazine ClC1=NC(=CN=C1)C(F)(F)F